3-((2-azaspiro[3.3]heptan-2-yl)sulfonyl)-3'-methyl-4-pentyl-[1,1'-biphenyl]-2,6-diol C1N(CC12CCC2)S(=O)(=O)C2=C(C(=C(C=C2CCCCC)O)C2=CC(=CC=C2)C)O